C1(CC1)C=1C=C2C(=CN1)OC1(CNC(C1)C)C2 5-cyclopropyl-5'-methyl-3H-spiro[furo[2,3-c]pyridin-2,3'-pyrrolidine]